ClC1=NC(=NC(=C1C(F)(F)F)C1=C(C=CC=C1C)CC(C)C)NS(=O)(=O)C=1C=C(C(=O)OC)C=CC1 methyl 3-[[4-chloro-6-(2-isobutyl-6-methyl-phenyl)-5-(trifluoromethyl)pyrimidin-2-yl]sulfamoyl]benzoate